(R)-(3-cyclopropyl-1-methyl-1H-1,2,4-triazol-5-yl)(4-(7-(trifluoromethyl)pyrazolo[1,5-a]pyridin-2-yl)-6,7-dihydro-1H-imidazo[4,5-c]pyridin-5(4H)-yl)methanone C1(CC1)C1=NN(C(=N1)C(=O)N1[C@H](C2=C(CC1)NC=N2)C2=NN1C(C=CC=C1C(F)(F)F)=C2)C